4-methyl-2,5-dinitrophenol CC1=CC(=C(C=C1[N+](=O)[O-])O)[N+](=O)[O-]